COC1N=C(OC1)C methoxy-2-methyloxazolin